FC1=CC=CC(=N1)C=1N=C(SC1)NC(CNC(OC(C)(C)C)=O)=O tert-butyl N-[2-[[4-(6-fluoro-2-pyridyl)thiazol-2-yl]amino]-2-oxoethyl]carbamate